OCN(C=O)C1CCCCC1 (Hydroxymethyl)cyclohexylformamide